C(C(C)C)OC(=O)C1C(CCCC1)C(=O)OCC(C)C cyclohexane-1,2-dicarboxylic acid diisobutyl ester